9-(((2s,3s,4s)-3-ethyl-4-fluoro-5-oxopyrrolidin-2-yl)methoxy)imidazo[1,2-a]quinoline-4-carboxamide C(C)[C@H]1[C@H](NC([C@H]1F)=O)COC=1C=CC=C2C=C(C=3N(C12)C=CN3)C(=O)N